O1CCN(CC1)CCCOC1=CC(=CC2=C1NC=N2)C(=O)O 7-(3-morpholinopropoxy)-1H-benzo[d]imidazole-5-carboxylic acid